1-Hydroxy-2-aminoethanesulfonic acid sodium salt [Na+].OC(CN)S(=O)(=O)[O-]